N1=C(C=CC=C1)[C@@H](C)NC(=O)[C@@H]1CN(CC[C@H]1NC(=O)C1=NOC(=C1)C1=C(C=C(C=C1)F)F)CC1CC1 (3R,4R)-1-Cyclopropylmethyl-4-{[5-(2,4-difluoro-phenyl)-isoxazole-3-carbonyl]-amino}-piperidine-3-carboxylic acid ((1R)-1-pyridin-2-yl-ethyl)-amide